CC1=C(C=CC=C1C1=CC2=NC(=CC=C2O1)CNCCO)C1=CC=CC=C1 2-({[2-(2-methylbiphenyl-3-yl)furo[3,2-b]pyridin-5-yl]methyl}amino)ethanol